F[C@H]1[C@H](C1)N1C(C(=CC=C1)NC(=O)C1=CC2=CN(N=C2C=C1OC(C)C)C1CCC(CC1)C=O)=O N-(1-((1S,2R)-2-fluorocyclopropyl)-2-oxo-1,2-dihydropyridin-3-yl)-2-((1r,4S)-4-formylcyclohexyl)-6-isopropoxy-2H-indazole-5-carboxamide